FC=1N=CNC1 4-fluoro-1H-imidazole